2-bromo-1-(1-methylcyclopropyl)ethanone BrCC(=O)C1(CC1)C